2-methyl-5-((4-methylthiazol-5-yl)methoxy)-N-(pyrrolidin-3-yl)benzofuran-3-carboxamide hydrochloride Cl.CC=1OC2=C(C1C(=O)NC1CNCC1)C=C(C=C2)OCC2=C(N=CS2)C